C(#CC)C1=C(C=O)C=CC=C1 2-(prop-1-yn-1-yl)benzaldehyde